BrC1=C(C=C(OC2=NC=CC=C2)C=C1)F 2-(4-bromo-3-fluorophenoxy)pyridine